2-(5,7-dichlorobenzofuran-2-yl)-N-((1r,2r)-1-(2,3-dihydrobenzo[b][1,4]dioxin-6-yl)-1-hydroxy-3-(pyrrolidin-1-yl)propan-2-yl)-2,2-difluoroacetamide ClC=1C=C(C2=C(C=C(O2)C(C(=O)N[C@@H]([C@H](O)C2=CC3=C(OCCO3)C=C2)CN2CCCC2)(F)F)C1)Cl